5-formyl-3-((S)-5-methyl-2-oxothiazol-3-yl)benzo[d]isoxazole-7-nitrile C(=O)C=1C=C(C2=C(C(=NO2)N2C(SC(=C2)C)=O)C1)C#N